C[C@H]1COCCN1C=1C2=C(N=CN1)N(C(=C2)C2=CC=C(C=C2)NC(=O)C2=NC=CC(=C2)CN2C[C@@H](CCC2)NC(OC(C)(C)C)=O)COCC[Si](C)(C)C tert-butyl ((R)-1-((2-((4-(4-((S)-3-methylmorpholino)-7-((2-(trimethylsilyl)ethoxy)methyl)-7H-pyrrolo[2,3-d]pyrimidin-6-yl)phenyl)carbamoyl)pyridin-4-yl)methyl)piperidin-3-yl)carbamate